FC=1C=C(C=CC1)C1=NN(C2=CC(=CC=C12)C(=O)N1CCC(CC1)C1=NC2=C(N1C1CCN(CC1)C(=O)OC(C)(C)C)C=CC=C2)C tert-butyl 4-(2-(1-(3-(3-fluorophenyl)-1-methyl-1H-indazole-6-carbonyl)piperidin-4-yl)-1H-benzo[d]imidazol-1-yl)piperidine-1-carboxylate